S-(4-methylbenzyl) (S)-2-(2-((S)-1-(2,3-difluorobenzyl)-5-oxopyrrolidin-2-yl)acetamido)-3-methylbutanethioate FC1=C(CN2[C@@H](CCC2=O)CC(=O)N[C@H](C(SCC2=CC=C(C=C2)C)=O)C(C)C)C=CC=C1F